7-bromo-5H-furo[3,2-C]pyridin-4-one BrC=1C2=C(C(NC1)=O)C=CO2